2-([1,1'-biphenyl]-2-yl)-6-phenyl-4-(3-(4,4,5,5-tetramethyl-1,3,2-dioxaborolan-2-yl)phenyl)pyridine C1(=C(C=CC=C1)C1=NC(=CC(=C1)C1=CC(=CC=C1)B1OC(C(O1)(C)C)(C)C)C1=CC=CC=C1)C1=CC=CC=C1